P(=O)(O)(O)O.CN1N=C(N=N1)C1=NC=C(C=C1)C1=C(C=C(C=C1)C1[C@@H](OCC(C1)CO)N1C(OCC1)=O)F (R)-3-(4-(2-(2-methyltetrazol-5-yl)pyridin-5-yl)-3-fluorophenyl)-5-hydroxymethyloxanyl-Oxazolidin-2-one dihydrogen phosphate